S1C(=CC=C1)C([C@H](N)C(=O)O)O β-(2-Thienyl)-serine